BrC1=CC=C(C=C1)CC(C)(C)NC1=NC(=NC(=N1)N1C(=NC2=C1C=CC=C2)C(F)F)N2CCOCC2 N-(1-(4-bromophenyl)-2-methylpropan-2-yl)-4-(2-(difluoromethyl)-1H-benzo[d]imidazol-1-yl)-6-morpholino-1,3,5-triazin-2-amine